C(C1=CC=CC=C1)(=O)ON(C1=C(C=NC2=CC=C(C=C12)S(NC(C)=O)(=O)=O)S(=O)(=O)N1CCOCC1)C methyl-[[6-(acetylsulfamoyl)-3-morpholino sulfonyl-4-quinolinyl] amino] benzoate